C(\C=C/C(=O)[O-])(=O)[O-].C(CCC)[Sn+2]CCCC di-n-butyltin maleate salt